5-[4-[[4-(4-chloro-1-methyl-imidazol-2-yl)phenyl]methoxy]pyrimidin-2-yl]-4-cyclopropyl-6-methoxy-pyrimidine ClC=1N=C(N(C1)C)C1=CC=C(C=C1)COC1=NC(=NC=C1)C=1C(=NC=NC1OC)C1CC1